(1S,3S)-3-((2-cyclopropyl-6-(1-methyl-5-((((4-nitrophenoxy)carbonyl)oxy)methyl)-1H-1,2,3-triazol-4-yl)pyridin-3-yl)oxyl)cyclohexane-1-carboxylic acid methyl ester COC(=O)[C@@H]1C[C@H](CCC1)OC=1C(=NC(=CC1)C=1N=NN(C1COC(=O)OC1=CC=C(C=C1)[N+](=O)[O-])C)C1CC1